(+-)-4-[3-[2-chloro-4-[methyl-(oxetan-3-yl)amino]phenyl]-1,4-oxazepan-4-yl]-6-methyl-pyrimidin-2-amine ClC1=C(C=CC(=C1)N(C1COC1)C)[C@@H]1COCCCN1C1=NC(=NC(=C1)C)N |r|